FC=1C=C2C(=CC=NC2=CC1)NC1=CC=C(C(=O)NC2=CC(=CC=C2)OC2=CC=CC=C2)C=C1 4-((6-fluoroquinolin-4-yl)amino)-N-(3-phenoxyphenyl)benzamide